tert-butyl 5-(5-(4-(5-fluoro-3-methoxypyridin-2-yl)piperazine-1-carbonyl)-1-isobutyl-7-(2-methoxyphenyl)-1H-indol-2-yl)-3,6-dihydropyridine-1(2H)-carboxylate FC=1C=C(C(=NC1)N1CCN(CC1)C(=O)C=1C=C2C=C(N(C2=C(C1)C1=C(C=CC=C1)OC)CC(C)C)C1=CCCN(C1)C(=O)OC(C)(C)C)OC